4,5-bis(p-tolyl)thiazol-2-amine C1(=CC=C(C=C1)C=1N=C(SC1C1=CC=C(C=C1)C)N)C